(epsilon-caprolactone) caproate C(CCCCC)(=O)O.C1(CCCCCO1)=O